3,5-difluorobenzoyl-N,N-dimethylpropanediamine FC=1C=C(C(=O)C(CC)(N(C)C)N)C=C(C1)F